[C@H]12N(C[C@H](C=C1)C2)C(=O)OC(C)(C)C tert-butyl (1R,4S)-2-azabicyclo[2.2.1]hept-5-ene-2-carboxylate